ClC1=C2N(C(C(=C1)NC1=NC=NC=C1)=O)C1(CNC3=CC=CC=C13)NC2=O 8-chloro-6-(pyrimidin-4-ylamino)-2H-spiro[imidazo[1,5-a]pyridine-3,3'-indoline]-1,5-dione